(2-hydroxyquinolin-6-yl)methanone OC1=NC2=CC=C(C=C2C=C1)C=O